4-{4-[(3-dimethylaminopropyl)iminomethyl]phenyl}-2-{5-[(3-dimethylaminopropyl)iminomethyl]thien-2-yl}-7-phenyl-7H-pyrrolo[2,3-d]pyrimidine CN(CCCN=CC1=CC=C(C=C1)C=1C2=C(N=C(N1)C=1SC(=CC1)C=NCCCN(C)C)N(C=C2)C2=CC=CC=C2)C